C(C)OC1=CC=C(C=C1)C1=C(C=CC=C1)C1=NC=CC=C1 2-(4'-Ethoxy-[1,1'-biphenyl]-2-yl)pyridine